(-)-N-{[4-(difluoromethoxy)phenyl]carbamoyl}-D-isovaline FC(OC1=CC=C(C=C1)NC(=O)N[C@](C)(CC)C(=O)O)F